N-(4-Bromophenyl)-3-(dimethylamino)azetidine-1-carboxamide BrC1=CC=C(C=C1)NC(=O)N1CC(C1)N(C)C